4-(5-methoxypyrimidin-2-yl)aniline COC=1C=NC(=NC1)C1=CC=C(N)C=C1